FCCOC=1C(=NC(=NC1OC)N)OC [5-(2-fluoroethoxy)-4,6-dimethoxy-pyrimidin-2-yl]amine